N-(5-but-2-ynoxy-4-methoxy-pyrimidin-2-yl)-6-chloro-1H-indole-3-sulfonamide C(C#CC)OC=1C(=NC(=NC1)NS(=O)(=O)C1=CNC2=CC(=CC=C12)Cl)OC